[Pt].CC(CC(CCC)=O)=O.CC(CC(CCC)=O)=O bis(2,4-heptanedione) platinum